4-(4-(3-(9-chloro-5,6,8,9,10,11-hexahydro-7H-5,9:7,11-dimethanobenzo[9]annulen-7-yl)ureido)piperidine-1-carbonyl)benzoate ClC12CC3(CC(C4=C(C(C1)C3)C=CC=C4)C2)NC(NC2CCN(CC2)C(=O)C2=CC=C(C(=O)[O-])C=C2)=O